magnesium L-mandelate C([C@@H](O)C1=CC=CC=C1)(=O)[O-].[Mg+2].C([C@@H](O)C1=CC=CC=C1)(=O)[O-]